3-((4-(3-isopropyl-2-(1H-pyrazolo[3,4-b]pyridin-4-yl)-1H-indol-5-yl)piperidin-1-yl)methyl)quinoline C(C)(C)C1=C(NC2=CC=C(C=C12)C1CCN(CC1)CC=1C=NC2=CC=CC=C2C1)C1=C2C(=NC=C1)NN=C2